N-(5-vinyl-1H-indol-3-yl)acetamide C(=C)C=1C=C2C(=CNC2=CC1)NC(C)=O